ClC=1C(=CC2=C(C[C@](O2)(C2=CC=CC=C2)CNC2(CC2)C)C1C1=C(C(=O)N)C=CC(=C1F)OC(F)F)F 2-((2s,4s)-5-chloro-6-fluoro-2-(((1-methylcyclopropyl)amino)methyl)-2-phenyl-2,3-dihydrobenzofuran-4-yl)-4-(difluoromethoxy)-3-fluorobenzamide